1-([1,1'-biphenyl]-3-yl)-3-bromo-N-(1-(phenylcarbamoyl)cyclopropyl)-1H-pyrazole-5-carboxamide C1(=CC(=CC=C1)N1N=C(C=C1C(=O)NC1(CC1)C(NC1=CC=CC=C1)=O)Br)C1=CC=CC=C1